C(#N)C=1C=C(OC2C(CN(CC2)C(=O)OC(C)(C)C)(F)F)C=CC1 tert-Butyl 4-(3-cyanophenoxy)-3,3-difluoropiperidine-1-carboxylate